4,4,5,5-Tetramethyl-2-[2-[(2-isothiocyanatophenyl)sulfonyl]phenyl]-1,3,2-dioxaborolane CC1(OB(OC1(C)C)C1=C(C=CC=C1)S(=O)(=O)C1=C(C=CC=C1)N=C=S)C